FC1(CC(C1)CN1N=CC(=C1)C1=NC2=C(C(=CC=C2N=C1)OC=1C=CC2=C(NC(=N2)C)C1F)C=1COC(C1)(C)C)F 2-{1-[(3,3-difluorocyclobutyl)methyl]-1H-pyrazol-4-yl}-8-(5,5-dimethyl-2,5-dihydrofuran-3-yl)-7-[(7-fluoro-2-methyl-1H-1,3-benzodiazol-6-yl)oxy]quinoxaline